OCCCNN(C(=O)[C@@H]1C=C2C=3C=CC=C4NC=C(C[C@H]2[NH+](C1)C)C34)C (4R,6R,7R)-4-[N'-(3-hydroxypropyl)-N-methylhydrazinecarbonyl]-6-methyl-6,11-diazatetracyclo[7.6.1.02,7.012,16]hexadeca-1(16),2,9,12,14-pentaen-6-ium